(R)-1-(3-(3-chloro-5-(1-cyclopropyl-1H-pyrazol-4-yl)phenyl)morpholino)prop-2-en-1-one ClC=1C=C(C=C(C1)C=1C=NN(C1)C1CC1)[C@@H]1COCCN1C(C=C)=O